tridecenoic acid-d9 C(C(=C(C(C(C(C(CCCCCC)[2H])([2H])[2H])([2H])[2H])([2H])[2H])[2H])[2H])(=O)O